C(C)(C)(C)C1N(CCN(C1)C=1C=NC(=CC1)C(NC)=O)C(=O)OCCCC1=C(C=CC(=C1)CO)Br 3-[2-bromo-5-(hydroxymethyl)phenyl]propan-1-ol tert-butyl-4-(6-(methyl-carbamoyl)pyridin-3-yl)piperazin-1-carboxylate